6-(4-(4-fluorophenyl)-1-methyl-1H-imidazol-5-yl)-3-(piperazin-1-yl)quinoline FC1=CC=C(C=C1)C=1N=CN(C1C=1C=C2C=C(C=NC2=CC1)N1CCNCC1)C